COC=1C=C(N)C=C(C1)B([O-])[O-] 3-methoxy-aniline-5-boronate